COC(CNC(C(C)(C)C)=O)(C)C N-(2-methoxy-2-methylpropyl)-2,2-dimethyl-propionamide